C(=C\C=C\C=C(/C)\C1=CC=CC=C1)C1=CC=CC=C1 ((7E,3E,5E)-hepta-1,3,5-triene-1,6-diyl)dibenzene